N-(6-((3,3-dimethyl-1,5-dioxo-1,2,3,5-tetrahydroimidazo[1,5-a]pyridin-6-yl)amino)pyrimidin-4-yl)cyclopropanecarboxamide CC1(NC(C=2N1C(C(=CC2)NC2=CC(=NC=N2)NC(=O)C2CC2)=O)=O)C